ClC1=CC=C(C=C1)NC1=C(C(=O)O)C=CC(=N1)C(F)(F)F 2-((4-Chlorophenyl)amino)-6-(trifluoromethyl)nicotinic acid